(R)-tert-butyl 2-(((5-(2-((6-methoxy-5-methylpyridazin-3-yl)amino)pyrazolo[1,5-a]pyridin-5-yl)-1-methyl-1H-pyrazol-4-yl)oxy)methyl)azetidine-1-carboxylate COC1=C(C=C(N=N1)NC1=NN2C(C=C(C=C2)C2=C(C=NN2C)OC[C@@H]2N(CC2)C(=O)OC(C)(C)C)=C1)C